(3S)-3-amino-1-[3-(trifluoromethyl)-5,6-dihydro[1,2,4]triazolo-[4,3-a]pyrazin-7(8H)-yl]-4-(2,4,5-trifluorophenyl)butan-1-one N[C@H](CC(=O)N1CC=2N(CC1)C(=NN2)C(F)(F)F)CC2=C(C=C(C(=C2)F)F)F